[Si](C)(C)(C(C)(C)C)N1C=C(C(=C1)C(C)C)B(O)O 1-(TERT-BUTYLDIMETHYLSILYL)-4-ISOPROPYL-PYRROL-3-YLBORONIC ACID